(S)-3-Chloro-4-fluoro-N-(1-(3-hydroxyazetidin-1-yl)pentan-2-yl)-N-methylbenzamide ClC=1C=C(C(=O)N(C)[C@H](CN2CC(C2)O)CCC)C=CC1F